9-chloro-11-((3-(dimethylamino)propoxy)imino)pyrido[2',3':4,5]pyrimido[1,2-a]indol-5(11H)-one ClC1=CC=2C(C=3N(C2C=C1)C(C1=C(N3)N=CC=C1)=O)=NOCCCN(C)C